C(C=C)(=O)OCCCCCCCCCCCCO 12-Hydroxydodecyl acrylate